C(C1=CC=CC=C1)N(C(C(=O)OCC(F)(F)F)=O)CC1=C(C=CC=C1)C(F)(F)F 2,2,2-trifluoroethyl 2-[benzyl-[[2-(trifluoromethyl)phenyl]methyl]amino]-2-oxo-acetate